N1([C@H]2[C@H](CCC1)CSSC2)C(=O)OC=2C1=C(C=3[C@@H](CN(C3C2)C(=O)OC(C)(C)C)CCl)C=CC=C1 (S)-3-(tert-butoxycarbonyl)-1-(chloromethyl)-2,3-dihydro-1H-benzo[e]indol-5-yl (trans)-hexahydro-[1,2]dithiino[4,5-b]pyridine-1(2H)-carboxylate